2,4-dichloro-6-(cyclopropyldifluoromethyl)pyrimidine ClC1=NC(=CC(=N1)Cl)C(F)(F)C1CC1